ClC=1C=C(C=2N(C1)C=CN2)N2CCOCC2 4-(6-chloroimidazo[1,2-a]pyridin-8-yl)morpholine